C(C)(=O)C=1C=C(C=C2C(C=C(N(C12)C)C(=O)O)=C=O)F 8-Acetyl-6-fluoro-1-methyl-4-carbonyl-1,4-dihydroquinoline-2-carboxylic acid